5-bromo-6-fluoro-1H-benzimidazole BrC1=CC2=C(NC=N2)C=C1F